2-methyl-6-ethyl-1,4-phenyleneoxide CC1=C2C(=CC(=C1)O2)CC